CN(C1=CC=C(C(=O)OC(C(=O)OC)(C(=O)OC)[C@@H]2CC(CCC2)=O)C=C1)C dimethyl (S)-2-((4-(dimethylamino)benzoyl)oxy)-2-(3-oxocyclohexyl)malonate